NCCNCCC[SiH](OC(C)(C)C)OC gamma-(2-aminoethyl)aminopropyl-trimethyldimethoxysilane